CN(C1=CC=C(C=N1)C=1N=C2N(C(C1)=O)C=C(C=C2)C=2CCNCC2)C 2-[6-(dimethylamino)pyridin-3-yl]-7-(1,2,3,6-tetrahydropyridin-4-yl)-4H-pyrido[1,2-a]pyrimidin-4-one